C(C1=CC=CC=C1)(=O)C1=CC(=C(C=C1)OC(C(C)(C)C)=O)CC(=C)C 2,2-dimethyl-propionic acid 4-benzoyl-2-(2-methyl-allyl)-phenyl ester